(R)-3-fluoro-2-methoxy-4-(8-(3-(methoxymethyl)-4-methylpiperazin-1-yl)-7,10-dimethyl-5-oxo-1,3,4,5-tetrahydro-2H-chromeno[3,4-c]pyridine-3-carbonyl)-N-(piperidin-1-ylsulfonyl)benzamide FC=1C(=C(C(=O)NS(=O)(=O)N2CCCCC2)C=CC1C(=O)N1CC2=C(CC1)C=1C(=CC(=C(C1OC2=O)C)N2C[C@@H](N(CC2)C)COC)C)OC